ethyl 2-diazo-2-(thiazol-4-yl)acetate [N+](=[N-])=C(C(=O)OCC)C=1N=CSC1